C(C)(C)[C@@H]1N=C([C@H](N=C1OC)CCCCCCC=C)OC (2S,5R)-2-isopropyl-3,6-dimethoxy-5-oct-7-enyl-2,5-dihydropyrazine